3-((1H-pyrazolo[3,4-b]pyridin-5-yl)ethynyl)-4-methyl-N-(4-((4-methylpiperazine-1-yl)methyl)-3-(trifluoromethyl)phenyl)benzamide fumarate C(\C=C\C(=O)O)(=O)O.N1N=CC=2C1=NC=C(C2)C#CC=2C=C(C(=O)NC1=CC(=C(C=C1)CN1CCN(CC1)C)C(F)(F)F)C=CC2C